CC1=NN(C=N1)C=1C=C(C(=NC1)C=1N=C2N(C=CC(=N2)C=2CC(NC(C2)(C)C)(C)C)C1)O 5-(3-methyl-1H-1,2,4-triazol-1-yl)-2-(7-(2,2,6,6-tetramethyl-1,2,3,6-tetrahydropyridin-4-yl)imidazo[1,2-a]pyrimidin-2-yl)pyridin-3-ol